ON=C(C1=CC(=CC=C1)S(=O)(=O)C)N N'-hydroxy-3-(methylsulfonyl)benzamidine